C(C)(C)(C)OC(=O)N1C[C@H](CC1)N1C=C(C2=C1N=CN=C2Cl)I (S)-3-(4-chloro-5-iodo-7H-pyrrolo[2,3-d]pyrimidin-7-yl)pyrrolidine-1-carboxylic acid tert-butyl ester